(6S)-4-(7-(5-(bis(4-methoxybenzyl)amino)-3-chloro-2-(trifluoromethyl)phenyl)-2-(methylsulfinyl)-7,8-dihydro-5H-pyrano[4,3-d]pyrimidin-4-yl)-6-methyl-1,4-oxazepan-6-ol COC1=CC=C(CN(C=2C=C(C(=C(C2)C2CC=3N=C(N=C(C3CO2)N2CCOC[C@](C2)(O)C)S(=O)C)C(F)(F)F)Cl)CC2=CC=C(C=C2)OC)C=C1